(1S,2R,4S)-2-allyl-2-(hydroxymethyl)-4-methyl-quinuclidin-3-one methyl-(3S)-2-(((E)-3,5-bis(trifluoromethyl)benzylidene)amino)-2-bromomethyl-3-methylpentanoate COC(C([C@H](CC)C)(CBr)/N=C/C1=CC(=CC(=C1)C(F)(F)F)C(F)(F)F)=O.C(C=C)[C@@]1(N2CCC(C1=O)(CC2)C)CO